CN(C(C(OC1=CC=C(C2=C1N=C(O2)N2CC1N(C(C2)C1)C(=O)OC(C)(C)C)C=1SC=CN1)(F)F)=O)C tert-Butyl 3-(4-(2-(dimethylamino)-1,1-difluoro-2-oxoethoxy)-7-(thiazol-2-yl)benzo[d]oxazol-2-yl)-3,6-diazabicyclo[3.1.1]heptane-6-carboxylate